(1r,4r)-N1-(5-Chloro-4-(8-(pyridin-3-yl)-6-(trifluoromethyl)imidazo[1,2-a]pyridin-3-yl)pyrimidin-2-yl)cyclohexane-1,4-diamine ClC=1C(=NC(=NC1)NC1CCC(CC1)N)C1=CN=C2N1C=C(C=C2C=2C=NC=CC2)C(F)(F)F